2-(5-bromo-2-methoxypyridin-3-yl)propan-2-ol methyl-2-[3,5-dibromo-2-({[3-bromo-1-(3-chloropyridin-2-yl)-1H-pyrazol-5-yl]carbonyl}amino)benzoyl]-1,2-dimethylhydrazinecarboxylate CCN(N(C(=O)OC(C)(C)C=1C(=NC=C(C1)Br)OC)C)C(C1=C(C(=CC(=C1)Br)Br)NC(=O)C1=CC(=NN1C1=NC=CC=C1Cl)Br)=O